ClC1=CC(=C(C(=C1)F)NC=1N(C2=NC(=NC=C2N1)N[C@@H](CO)C)C1CCC(CC1)C(=O)N)F (1S,4s)-4-(8-(4-chloro-2,6-difluorophenylamino)-2-((R)-1-hydroxypropan-2-ylamino)-9H-purin-9-yl)cyclohexanecarboxamide